ClC1=C2N=C(C=NC2=CC=C1ONC1=C(C=CC=C1[N+](=O)[O-])F)C=1C=NN(C1)C1OCCCC1 ((5-chloro-3-(1-(tetrahydro-2H-pyran-2-yl)-1H-pyrazol-4-yl)quinoxalin-6-yl)oxy)-2-fluoro-6-nitroaniline